L-mannose O=C[C@H](O)[C@H](O)[C@@H](O)[C@@H](O)CO